1-(3-chloro-5'-fluoro-2'-hydroxy-3'-(5-(3-hydroxy-3-(hydroxymethyl)azetidin-1-yl)-6-methylpyridin-3-yl)-[1,1'-biphenyl]-4-yl)-3-methyl-1H-imidazol-2(3H)-one ClC=1C=C(C=CC1N1C(N(C=C1)C)=O)C1=C(C(=CC(=C1)F)C=1C=NC(=C(C1)N1CC(C1)(CO)O)C)O